2-(piperidin-1-yl)pyridin-3-amine N1(CCCCC1)C1=NC=CC=C1N